ClC1=C(C(=O)OC2=C(C(=C(C(=C2F)F)F)F)F)C=CC(=C1SC)OC(C)(F)F (2,3,4,5,6-pentafluorophenyl) 2-chloro-4-(1,1-difluoroethoxy)-3-methylsulfanyl-benzoate